ClC1=CC=C(C=C1)[C@H](CC1=NOC(=N1)CN1C(NC(=C(C1=O)C)C=1C=NN(C1)C)=O)O 3-({3-[(2S)-2-(4-chlorophenyl)-2-hydroxyethyl]-1,2,4-oxadiazol-5-yl}methyl)-5-methyl-6-(1-methyl-1H-pyrazol-4-yl)-1,2,3,4-tetrahydropyrimidine-2,4-dione